CN1CCN2C1=NCCC2 1-methyl-1,2,3,5,6,7-hexahydroimidazo[1,2-a]pyrimidine